COC(=O)[C@H]1CCCC=2N1C(N(N2)CC2=NC=C(C(=C2)C(F)(F)F)Cl)=O |r| Methyl-(5RS)-2-{[5-chloro-4-(trifluoromethyl)pyridin-2-yl]methyl}-3-oxo-2,3,5,6,7,8-hexahydro[1,2,4]triazolo[4,3-a]pyridine-5-carboxylate